[5-(2-tert-butyloxazol-5-yl)-2-pyridyl]hydrazine C(C)(C)(C)C=1OC(=CN1)C=1C=CC(=NC1)NN